FC(C1=NN(C=C1C(=O)NC1=C2C(CC(C2=C(C=C1)F)(C)C)C)C)F 3-difluoromethyl-N-(7-fluoro-1,1,3-trimethyl-4-indanyl)-1-methyl-4-pyrazolecarboxamide